N-(2-bromo-4-(perfluoropropan-2-yl)-6-(trifluoromethyl)phenyl)-2-fluoro-3-(((cyclopropanecarbonyl)oxy)(pyridine-3-carbonyl)amino)benzamide BrC1=C(C(=CC(=C1)C(C(F)(F)F)(C(F)(F)F)F)C(F)(F)F)NC(C1=C(C(=CC=C1)N(C(=O)C=1C=NC=CC1)OC(=O)C1CC1)F)=O